C1=NC=C(C2=CC=CC=C12)N1C(NCC1C#N)=O 3-(isoquinolin-4-yl)-2-oxoimidazolidine-4-carbonitrile